F[B-](F)(F)F.C1=CC=CC2=NC3=CC=[CH2+]C=C3C=C12 acridine-7-ium tetrafluoroborate